1-tert-butyl 14-(perfluorophenyl) tetradecanedioate C(CCCCCCCCCCCCC(=O)OC1=C(C(=C(C(=C1F)F)F)F)F)(=O)OC(C)(C)C